7-[(3,3-difluorocyclobutyl)methoxy]-1,2,3,4-tetrahydroisoquinoline hydrochloride salt Cl.FC1(CC(C1)COC1=CC=C2CCNCC2=C1)F